Tert-butyl 4-[[1-[5-fluoro-3-methyl-2-oxo-1-(2-trimethylsilylethoxymethyl)benzimidazol-4-yl]azetidin-3-yl]methyl]piperazine-1-carboxylate FC1=C(C2=C(N(C(N2C)=O)COCC[Si](C)(C)C)C=C1)N1CC(C1)CN1CCN(CC1)C(=O)OC(C)(C)C